CN(C(O[C@@H]1CC[C@H](CC1)C(N(C1=NC=CC(=C1)C=1C=NN(C1)C(C)C)C[C@@H]1CC[C@H](CC1)C1=CC(=C(C=C1)OC)C#N)=O)=O)C trans-4-(((trans-4-(3-Cyano-4-methoxy-phenyl)cyclohexyl)-methyl)(4-(1-iso-propyl-1H-pyrazol-4-yl)pyridin-2-yl)carbamoyl)cyclohexyl dimethylcarbamate